CCCCCCCC/C=C\CCCCCCCCCCCC(=O)OC[C@H](COP(=O)([O-])OCC[N+](C)(C)C)OC(=O)CCCCCCC/C=C\C/C=C\CCCCC 1-(13Z-docosenoyl)-2-(9Z,12Z-octadecadienoyl)-sn-glycero-3-phosphocholine